bis[4-(4-aminophenoxy)phenyl]-1,1,1,3,3,3-hexafluoropropane NC1=CC=C(OC2=CC=C(C=C2)C(C(F)(F)F)(C(F)(F)F)C2=CC=C(C=C2)OC2=CC=C(C=C2)N)C=C1